FCCCN1CC(C1)=CC1=CC=C(C=C1)C1=C(CCCC2=C1C=CC(=C2)C(=O)O)C2=CC(=C(C=C2)C(F)(F)F)OC 9-(4-((1-(3-fluoropropyl)azetidin-3-ylidene)methyl)phenyl)-8-(3-methoxy-4-(trifluoromethyl)phenyl)-6,7-dihydro-5H-benzo[7]annulene-3-carboxylic acid